S-(4-amino-2-chlorophenyl)benzothiophene NC1=CC(=C(C=C1)S1C=CC2=C1C=CC=C2)Cl